N1CC(C1)CC1=CC(=C(S1)[C@H]1N([C@@H](CC2=C1NC1=CC=CC=C21)C)CC(C)(C)F)F (1S,3R)-1-(5-(Azetidin-3-ylmethyl)-3-fluorothiophen-2-yl)-2-(2-fluoro-2-methylpropyl)-3-methyl-2,3,4,9-tetrahydro-1H-pyrido[3,4-b]indole